C(C)(C)(C)OC(N[C@H](CCC1=NC=CC(=C1)Cl)C)=O (S)-1-(4-chloropyridin-2-yl)but-3-ylcarbamic acid tert-butyl ester